BrC1=C(C(=O)OCC)C=CC(=C1)Cl ethyl 2-bromo-4-chlorobenzoate